C(CCCCC=C)C1=C(C2=C(C=CC(=NO2)O)C=C1)O 8-(hept-6-en-1-yl)-3,9-dihydroxybenzo[5,6]oxazepin